N-[5-Chloro-4-(4-chloro-α-cyanobenzyl)-2-methylphenyl]-2-hydroxy-3,5-diiodo-benzamid ClC=1C(=CC(=C(C1)NC(C1=C(C(=CC(=C1)I)I)O)=O)C)C(C1=CC=C(C=C1)Cl)C#N